1-((7-(6-chloro-1-((3S,5R)-5-(methoxymethyl)-5-methylpyrrolidin-3-yl)-1,2,3,4-tetrahydroquinolin-8-yl)thieno[3,2-b]pyridin-2-yl)methyl)pyrrolidine-2,5-dione, formic acid salt C(=O)O.ClC=1C=C2CCCN(C2=C(C1)C1=C2C(=NC=C1)C=C(S2)CN2C(CCC2=O)=O)[C@@H]2CN[C@@](C2)(C)COC